N-[(1-methylethoxy)carbonyl]-L-valinyl-3-(4-chlorophenyl)-beta-alanine methyl ester COC(CC(NC([C@@H](NC(=O)OC(C)C)C(C)C)=O)C1=CC=C(C=C1)Cl)=O